3-bromopropyltrimethoxysilane tert-butyl-(1S,2R,5R)-3-(5-bromo-7-chloro-2-(ethylthio)-8-fluoropyrido[4,3-d]pyrimidin-4-yl)-2-(but-3-en-1-yl)-3,8-diazabicyclo[3.2.1]octane-8-carboxylate C(C)(C)(C)OC(=O)N1[C@@H]2[C@H](N(C[C@H]1CC2)C=2C1=C(N=C(N2)SCC)C(=C(N=C1Br)Cl)F)CCC=C.BrCCC[Si](OC)(OC)OC